C(C)(C)(C)OC(=O)N1CCC(=CC1)C=1C=C2CCNC2=CC1 4-indolin-5-yl-3,6-dihydro-2H-pyridine-1-carboxylic acid tert-butyl ester